NC1CCC(CC1)N1C2=NC(=NC=C2N=C1NC1=CC(=CC=C1)Cl)NCC(F)(F)F 9-((1r,4r)-4-aminocyclohexyl)-N8-(3-chlorophenyl)-N2-(2,2,2-trifluoroethyl)-9H-purine-2,8-diamine